(2S,4S)-4-hydroxy-2-(((S)-1-(4-(4-methylthiazol-5-yl)phenyl)ethyl)carbamoyl)pyrrolidine-1-carboxylic acid tert-butyl ester C(C)(C)(C)OC(=O)N1[C@@H](C[C@@H](C1)O)C(N[C@@H](C)C1=CC=C(C=C1)C1=C(N=CS1)C)=O